NC1=NC=CC2=C1C(=NN2C2CC2)C=2C=CC(=NC2)NC(=O)NC2=CC(=NO2)C2(CC2)C(F)(F)F 1-(5-(4-amino-1-cyclopropyl-1H-pyrazolo[4,3-c]pyridin-3-yl)pyridin-2-yl)-3-(3-(1-(trifluoromethyl)cyclopropyl)isoxazol-5-yl)urea